FC1([C@H](CN(CC1)[C@H](C(=O)NC1=NC=C(C=C1)OC1=C(C=C(C=C1)F)CN(C)C)C)C1=CNC(C=C1)=O)F (S)-2-((S)-4,4-difluoro-3-(6-oxo-1,6-dihydropyridin-3-yl)piperidin-1-yl)-N-(5-(2-((dimethylamino)methyl)-4-fluorophenoxy)pyridin-2-yl)propionamide